C(C)(C)(C)OC(=O)N1CC=2C(=C3CCOC3=NC2C1=O)C 4-Methyl-7-oxo-2,3,5,7-tetrahydro-1-oxa-6,8-diaza-s-indacene-6-carboxylic acid tert-butyl ester